(4-((1-cyclopropyl-3-(tetrahydro-2H-pyran-4-yl)-1H-pyrazol-4-yl)oxy)quinolin-7-yl)morpholine C1(CC1)N1N=C(C(=C1)OC1=CC=NC2=CC(=CC=C12)N1CCOCC1)C1CCOCC1